N-((5-(2,5-difluorophenyl)thiophen-2-yl)methylene)-4-methylbenzenesulfonamide FC1=C(C=C(C=C1)F)C1=CC=C(S1)C=NS(=O)(=O)C1=CC=C(C=C1)C